FC(C1C2C(C1C2)N)(F)F 4-(trifluoromethyl)bicyclo[1.1.1]pentan-2-amine